2-(3-bromophenyl)-3,5,6-triphenylpyrazine BrC=1C=C(C=CC1)C1=NC(=C(N=C1C1=CC=CC=C1)C1=CC=CC=C1)C1=CC=CC=C1